NC1=NC=2C=C(C(=CC2C2=C1COC2)C(=O)N(C)[C@@H]2COC=1C2=NC=C(C1)Br)F 4-amino-N-((3S)-6-bromo-2,3-dihydrofuro[3,2-b]pyridin-3-yl)-7-fluoro-N-methyl-1,3-dihydrofuro[3,4-c]quinoline-8-carboxamide